5-Chloro-2-((2S)-2-methylpiperidin-4-yl)pyrimidine ClC=1C=NC(=NC1)C1C[C@@H](NCC1)C